[Si](C)(C)(C(C)(C)C)OC1CC(N(CC1)C(=O)OC(C)(C)C)C(=O)ON1C(C2=CC=CC=C2C1=O)=O O1-tert-Butyl O2-(1,3-dioxoisoindolin-2-yl) 4-[tert-butyl(dimethyl)silyl]oxypiperidine-1,2-dicarboxylate